BrC=1C(=NN2C1CCC1=CC(=CN=C21)F)C2CCN(CC2)C(=O)OC(C(F)(F)F)C(F)(F)F 1,1,1,3,3,3-hexafluoropropan-2-yl 4-(3-bromo-7-fluoro-4,5-dihydropyrazolo[1,5-a][1,8]naphthyridin-2-yl)piperidine-1-carboxylate